ClC=1SC=C(N1)CCl 2-chloro-4-(chloromethyl)-thiazole